Cl.N[C@@H]1C[C@H](N(C1)C(=O)OC(C)(C)C)C(=O)OC 1-tert-butyl 2-methyl (2S,4R)-4-aminopyrrolidine-1,2-dicarboxylate hydrochloride